[N+](=O)([O-])C=1C=CC2=C(N=C(O2)S)C1 5-nitrobenzo[d]oxazole-2-thiol